ClC=1C=C(CNC(C(C)(C2=NOC(=C2)C(F)(F)F)C)=O)C=C(C1C1C(NC(CC1)=O)=O)Cl N-(3,5-dichloro-4-(2,6-dioxopiperidin-3-yl)benzyl)-2-methyl-2-(5-(trifluoromethyl)isoxazol-3-yl)propanamide